FC12CC3(CC(CC(C1)C3)C2)CC(=O)NN2N=C(C3=C(C2=O)SC=C3)C3=CC=CC=C3 2-(3-fluoroadamantan-1-yl)-N-(7-oxo-4-phenylthieno[2,3-d]pyridazin-6(7H)-yl)acetamide